ClC=1C=C2C(=CC=NC2=CN1)OC=1C=NC(=NC1)NC(=O)C=1C(N(C=CC1)C1=CC=C(C=C1)F)=O N-[5-[(6-chloro-1,7-naphthyridin-4-yl)oxy]pyrimidin-2-yl]-1-(4-fluorophenyl)-2-oxo-pyridine-3-carboxamide